ethyl 1-(4-(2-methoxyethyl) benzyl)-1H-pyrazole-4-carboxylate COCCC1=CC=C(CN2N=CC(=C2)C(=O)OCC)C=C1